5-[4-(Azetidin-3-yl)phenyl]-3-cyclopropyl-1H-1,2,4-triazole N1CC(C1)C1=CC=C(C=C1)C1=NC(=NN1)C1CC1